1,2-dimercaptoethan SCCS